C1(CC12CC2)CN spiro[2.2]pent-1-ylmethylamine